OC(CCCCCCCCCCCCCCCCCC(=O)O)CCCCCCC 19-Hydroxy-hexacosanoic acid